C1(=CC(=CC=C1)C1CCC2(CNC2)CC1)C 7-(m-tolyl)-2-azaspiro[3.5]nonan